(E)-N'-(6,8-diiodo-2-methylquinolin-5-yl)-N,N-dimethylmethanimidamide IC=1C(=C2C=CC(=NC2=C(C1)I)C)/N=C/N(C)C